4-isopropylsulfanyl-6-[1-[[(3R)-3-piperidyl]methyl]pyrazol-4-yl]pyrazolo[1,5-a]pyridine-3-carbonitrile C(C)(C)SC=1C=2N(C=C(C1)C=1C=NN(C1)C[C@H]1CNCCC1)N=CC2C#N